C(C)C(C(=O)O)(CCCC)CC.C(C(C)O)O propylene glycol diethyl-caproate